BrC1=CC=C(C=C1)C=1N=C(SC1)NC(C1=C(C=CC(=C1)C(C)C)NS(=O)(=O)C(C)C)=O N-(4-(4-Bromophenyl)thiazol-2-yl)-5-isopropyl-2-((1-methylethyl)sulfonamido)benzamide